C1CCC2=C(C=3CCCC3C=C12)NC(=O)N=S(=O)(N)C=1C=NN2C1OC(C2)(C(F)(F)F)C N'-((1,2,3,5,6,7-hexahydro-s-indacen-4-yl)carbamoyl)-2-methyl-2-(trifluoromethyl)-2,3-dihydropyrazolo[5,1-b]oxazole-7-sulfonimidamide